di(o-tolyl)thiourea C1(=C(C=CC=C1)NC(NC1=C(C=CC=C1)C)=S)C